C(C)C1=CC=C(C=C1)S(=O)(=O)NCCN1CCC(CC1)CN1N=NC(=C1)C1=C(NC2=CC=C(C=C12)F)C(=O)NCC(C)C 3-(1-((1-(2-((4-ethylphenyl)sulfonamido)ethyl)piperidin-4-yl)methyl)-1H-1,2,3-triazol-4-yl)-5-fluoro-N-isobutyl-1H-indol-2-carboxamid